S(=O)(=O)(O)O.OCCN(C1=CC=C(C=C1)N)CCO N,N-bis-(2-hydroxyethyl)-p-phenylenediamine sulfate